N1=C(C=CC=C1)C(=O)[O-].[Cr+3].N1=C(C=CC=C1)C(=O)[O-].N1=C(C=CC=C1)C(=O)[O-] Chromium Picolinat